C(N)(=O)[C@@H]1C[C@@]2(C(N1C(C(CC(C)C)=CNC(OC(C)(C)C)=O)=O)([2H])[2H])C(NC1=CC=CC=C12)=O tert-butyl ((S)-1-((3R,5'S)-5'-carbamoyl-2-oxospiro[indoline-3,3'-pyrrolidine]-1'-yl-2',2'-d2)-4-methyl-1-oxopentyl-2-yl)(methyl)carbamate